C(CCC)C1=CN=C(C(=N1)N1CCC(CC1)(C(=O)OCC)F)C1=CC=C(C=C1)OC Ethyl 1-(6-butyl-3-(4-methoxyphenyl)pyrazin-2-yl)-4-fluoropiperidine-4-carboxylate